CC1=C(C(=CC1)[Si](C)(C)C)[Si](C)(C)C 1-methyltrimethylsilyl-3-trimethylsilylcyclopentadiene